4-(Bromomethyl)-1,2-difluoro-benzene BrCC1=CC(=C(C=C1)F)F